[Na+].OCCS(=O)(=O)[O-] 2-hydroxyethanesulfonic acid monosodium salt